(R)-(+)-trans-N-(4-pyridyl)-4-(1-aminoethyl)-cyclohexanecarboxamide 2HCl Cl.Cl.N1=CC=C(C=C1)NC(=O)[C@@H]1CC[C@H](CC1)[C@@H](C)N